O=S1C=2C=CC=CC2CC2=CC=C(C=C12)S(=O)(=O)[O-] 10-oxothioxanthene-6-sulfonate